C[C@@H]1C2CNC(OCCN3N=CC(C4=NNC2=CC=C(O1)C=C4)=C3)=O (13R)-13-methyl-8,14-dioxa-4,5,10,19,20-pentaazatetracyclo[13.5.2.12,5.018,12]tricosa-1(20),2(23),3,15,17,21-hexaen-9-one